(((6-(trifluoromethyl)pyridin-2-yl)methyl)amino)benzonitrile FC(C1=CC=CC(=N1)CNC1=C(C#N)C=CC=C1)(F)F